[C@H]1([C@H](O)[C@@H](O)[C@@H](O)[C@H](O1)CO)O[C@@H]1[C@@H]([C@H]([C@@H](O[C@@H]1CO)O[C@@H]([C@@H]([C@H](C=O)O)O)[C@H](O)CO)O)O 4-O-[4-O-(α-D-galactopyranosyl)-β-D-galactopyranosyl]-D-glucose